N[C@H](C1=CC(=C2CN(C(C2=C1)=O)C1=CC(=CC=C1)C1(COC1)[C@H](C1=NN=CN1C)F)C(F)(F)F)C1CC1 6-((S)-amino(cyclopropyl)methyl)-2-(3-(3-((R)-fluoro(4-methyl-4H-1,2,4-triazol-3-yl)methyl)oxetan-3-yl)phenyl)-4-(trifluoromethyl)isoindolin-1-one